N-[(3S,4R)-3-fluoro-1-methylpiperidin-4-yl]-2-(5-{[(1H-pyrazol-5-yl)amino]methyl}-1,2,4-oxadiazol-3-yl)-1-(2,2,2-trifluoroethyl)-1H-indol-4-amine F[C@H]1CN(CC[C@H]1NC=1C=2C=C(N(C2C=CC1)CC(F)(F)F)C1=NOC(=N1)CNC1=CC=NN1)C